(6-Methoxypyrazolo[1,5-a]pyrimidin-3-yl)carbamic acid tert-butyl ester C(C)(C)(C)OC(NC=1C=NN2C1N=CC(=C2)OC)=O